N-(prop-1-en-1-yl)formamide C(=CC)NC=O